4-(hydroxyethyl)-7-[(4-methylphenyl)sulfonyl-oxy]-9H-xanthene-9-one OCCC1=CC=CC=2C(C3=CC(=CC=C3OC12)OS(=O)(=O)C1=CC=C(C=C1)C)=O